N[C@H](C(=O)NCC[C@@H](C)NC(C1=C(C=C(C=C1)NC=1C=2N(C=CN1)C(=CN2)C2=C(C(=C(C=C2)OC)F)F)CC)=O)CCCNC(=N)N N-[(2R)-4-[[(2S)-2-amino-5-carbamimidamidopentanoyl]amino]butan-2-yl]-4-[[3-(2,3-difluoro-4-methoxyphenyl)imidazo[1,2-a]pyrazin-8-yl]amino]-2-ethylbenzamide